((1s,3s)-3-hydroxy-3-methylcyclobutyl)(7-(p-tolyloxy)-2-azaspiro[3.5]non-2-yl)methanone OC1(CC(C1)C(=O)N1CC2(C1)CCC(CC2)OC2=CC=C(C=C2)C)C